COC1CN(CC(O1)C(C(=O)C(F)(F)F)C1=CC=CC=C1)N (2-methoxy-4-amino-6-morpholinyl)phenyltrifluoromethyl-ethanone